C(C)C1=NC2=CC=CC=C2C(=C1)OCCCCOCOC 2-ethyl-4-(4-(methoxymethoxy)butoxy)quinoline